C(C1=CC=CC=C1)OC(=O)N1CCC(CC1)OC=1C=C(C=CC1C(=O)OC)N1CCN(CC1)C(=O)OC(C)(C)C tert-butyl 4-(3-((1-((benzyloxy)carbonyl)piperidin-4-yl)oxy)-4-(methoxycarbonyl)phenyl)piperazine-1-carboxylate